2-(4-oxoquinazolin-3(4H)-yl)-N'-(2-fluorophenyl)acethydrazide O=C1N(C=NC2=CC=CC=C12)CC(=O)NNC1=C(C=CC=C1)F